NCC=1SC2=C(N1)C=CC(=C2)O 2-(aminomethyl)benzo[d]Thiazol-6-ol